CO[C@@H](C(=O)Cl)C1=CC=CC=C1 (R)-(-)-alpha-methoxyphenylacetyl chloride